2-methylindazole-6-carboxylic Acid CN1N=C2C=C(C=CC2=C1)C(=O)O